5-(3-ethoxy-4-pyridinyl)-1-isopropyl-3-methyl-N-[(1-methylpyrazol-4-yl)methyl]pyrazolo[4,3-b]pyridin-7-amine C(C)OC=1C=NC=CC1C1=CC(=C2C(=N1)C(=NN2C(C)C)C)NCC=2C=NN(C2)C